C(C1=CC=CC=C1)OCC(C)N 1-(benzyloxy)propan-2-amine